C(#N)C1=CC=C(C=C1)C1=CC=C(C=C1)OCC1(CN(CC1)C(C1=CC=C(C=C1)OC)=O)C#N 3-(((4'-cyano-[1,1'-biphenyl]-4-yl)oxy)methyl)-1-(4-methoxybenzoyl)pyrrolidine-3-carbonitrile